2-((6-(4-(6-methylpyridin-2-yl)-1-((2-(trimethylsilyl)ethoxy) methyl)-1H-imidazol-5-yl)quinolin-3-yl)amino)ethyl methanesulfonate CS(=O)(=O)OCCNC=1C=NC2=CC=C(C=C2C1)C1=C(N=CN1COCC[Si](C)(C)C)C1=NC(=CC=C1)C